1-(4-methoxyphenyl)-2-(methylsulfonyl)diazene COC1=CC=C(C=C1)N=NS(=O)(=O)C